C(#N)C(C)(C)C=1C=CC=2N(C1)N=CC2C2=CC(=C(C(=O)NC1CC1)C(=C2)OC)OCCO 4-[6-(1-cyano-1-methyl-ethyl)pyrazolo[1,5-a]pyridin-3-yl]-N-cyclopropyl-2-(2-hydroxyethoxy)-6-methoxy-benzamide